Benzyl (3-methylenecyclobutyl)carbamate C=C1CC(C1)NC(OCC1=CC=CC=C1)=O